C1(CC1)CC(CC=C)=O 1-cyclopropylpent-4-en-2-one